(1S,2S,5R)-N-((2RS)-2-((S)-2-aminopropanamido)-2-phenylethyl)-1-hydroxy-2-isopropyl-5-methylcyclohexane-1-carboxamide N[C@H](C(=O)N[C@@H](CNC(=O)[C@]1([C@@H](CC[C@H](C1)C)C(C)C)O)C1=CC=CC=C1)C |&1:5|